CC(C(=O)[O-])(C)CCCC Methylbutylpropanoat